5β-cholestane-7α,12α-diol-3-one C[C@H](CCCC(C)C)[C@H]1CC[C@@H]2[C@@]1([C@H](C[C@H]3[C@H]2[C@@H](C[C@H]4[C@@]3(CCC(=O)C4)C)O)O)C